CN1[C@@H](CCC1)COC=1N=C(C2=C(N1)OC1(CC2)CCC2=CC=CC=C21)N2CCN(CC2)C(C=C)=O 1-(4-(2'-(((S)-1-methylpyrrolidin-2-yl)methoxy)-2,3,5',6'-tetrahydrospiro[indene-1,7'-pyrano[2,3-d]pyrimidin]-4'-yl)piperazin-1-yl)prop-2-en-1-one